[Ni+2].N1=CC=C(C=C1)NC1=CC(=NC=C1)NC(C1=CC(=CC=C1)NC1=C2C=CC=NC2=CC=C1)=O N-(4-(pyridin-4-ylamino)pyridin-2-yl)-3-(quinolin-5-ylamino)benzamide nickel(ii)